Laurylarginat C(CCCCCCCCCCC)N[C@@H](CCCNC(N)=N)C(=O)[O-]